2,3-Dichlorophenyl 3-deoxy-3-[4-(3,4,5-trifluorophenyl)-1H-1,2,3-triazol-1-yl]-1-thio-α-D-galactopyranoside FC=1C=C(C=C(C1F)F)C=1N=NN(C1)[C@@H]1[C@H]([C@@H](SC2=C(C(=CC=C2)Cl)Cl)O[C@@H]([C@@H]1O)CO)O